COC1=C(C=CC=C1)C1=NC(=CC(=C1)C1=CC=C(C=C1)N(C1=CC=C(C=C1)C)C1=CC=C(C=C1)C)C1=C(C=CC=C1)OC 2,6-bis(2-methyl-oxyphenyl)-4-(4-bis(4-methylphenyl)aminophenyl)pyridine